3-cyclopentylpropan-1-one C1(CCCC1)CCC=O